O(P([O-])(=O)OP(=O)([O-])[O-])C\C=C(/C)\CCC[C@H](C)CCC[C@H](C)CCCC(C)C phytyl diphosphate